O=S.[As].[Li] lithium arsenic oxysulfide